FC1=C(C=CC=C1C(F)(F)F)[C@@H](C)NC1=NC(=NC2=CC3=C(C=C12)N(C(C3(C)C)=O)C)C |r| (R/S)-4-((1-(2-fluoro-3-(trifluoromethyl)phenyl)ethyl)amino)-2,6,8,8-tetramethyl-6,8-dihydro-7H-pyrrolo[2,3-g]quinazolin-7-one